C1(CC1)S(=O)(=O)N1N=CC(=C1)C1=NC=CC(=N1)NC1=NC=C(C(=C1)NC1CCC(CC1)C(=O)N(C)C)C1=NN(C=C1)C (1s,4s)-4-((2-((2-(1-(Cyclopropylsulfonyl)-1H-pyrazol-4-yl)pyrimidin-4-yl)amino)-5-(1-methyl-1H-pyrazol-3-yl)pyridin-4-yl)amino)-N,N-dimethylcyclohexane-1-carboxamide